phenyl (S)-5-fluoro-3-((R)-5-isopropyl-3-(isoquinolin-1-yl)-4,5-dihydroisoxazole-5-carboxamido)-4-oxopentanoate FCC([C@H](CC(=O)OC1=CC=CC=C1)NC(=O)[C@@]1(CC(=NO1)C1=NC=CC2=CC=CC=C12)C(C)C)=O